(1-(5-(5-amino-1,3,4-oxadiazol-2-yl)-2,4-diethylbenzoyl)piperidin-4-yl)benzonitrile NC1=NN=C(O1)C=1C(=CC(=C(C(=O)N2CCC(CC2)C2=C(C#N)C=CC=C2)C1)CC)CC